ClC=1C=C(C=C(C1)Cl)C1=NC(=CC(=C1)CN1CCC(CC1)CNC(OC(C)(C)C)=O)OC=1C=NC(=CC1)N1CCN(CC1)CC1(CC1)O tert-Butyl ((1-((2-(3,5-dichlorophenyl)-6-((6-(4-((1-hydroxycyclopropyl)methyl)piperazin-1-yl)pyridin-3-yl)oxy)pyridin-4-yl)methyl)piperidin-4-yl)methyl)carbamate